(R)-9-Oxo-8-(1-(pyridin-2-yl)azetidin-3-yl)octahydro-2H-pyrazino[1,2-a]pyrazin O=C1N(CCN2[C@@H]1CNCC2)C2CN(C2)C2=NC=CC=C2